2-[1-[4-[2-(cyclopentyloxy)-3-pyridyl]-2,6-difluoro-phenyl]azetidin-3-yl]acetic acid C1(CCCC1)OC1=NC=CC=C1C1=CC(=C(C(=C1)F)N1CC(C1)CC(=O)O)F